ClC=1C=C2C=NN(C2=CC1N1C[C@H](CC1)CC#N)C=1C=NN(C1)C1CC1 {(3R)-1-[5-chloro-1-(1-cyclopropyl-1H-pyrazol-4-yl)-1H-indazol-6-yl]pyrrolidin-3-yl}acetonitrile